(3S,4R,8R,10S)-N-(4-cyclopropoxyphenyl)-3,4-dihydroxy-10-(methoxymethyl)-9-(4-(phenylethynyl)phenyl)-1,6-diazabicyclo[6.2.0]decane-6-carboxamide C1(CC1)OC1=CC=C(C=C1)NC(=O)N1C[C@H]([C@H](CN2[C@@H](C([C@@H]2C1)C1=CC=C(C=C1)C#CC1=CC=CC=C1)COC)O)O